FC1=C(C=C(C(=C1)I)C)NC1=C(C(=O)OC)C=C(C(=C1F)F)CC1=C(C(=NC=C1)NCC1=C(C=C(C=C1)OC)OC)F methyl 2-((2-fluoro-4-iodo-5-methylphenyl)amino)-5-((2-((2,4-dimethoxybenzyl)amino)-3-fluoropyridin-4-yl)methyl)-3,4-difluorobenzoate